NC1=NC=2C=C(C=CC2C2=C1[C@H](OC2)C)CN(C(=O)C=2C=NC(=CC2)C(F)(F)F)C=2C(=NC=CC2)S(=O)(=O)C |r| rac-N-({4-amino-3-methyl-1H,3H-furo[3,4-c]quinolin-7-yl}methyl)-N-(2-methanesulfonylpyridin-3-yl)-6-(trifluoromethyl)pyridine-3-carboxamide